(1S,3S,5S)-N-(4-methyl-3-(pyrrolo[2,1-f][1,2,4]triazin-2-yl)phenyl)-2-(pyrimidin-2-yl)-2-azabicyclo[3.1.0]hexane-3-carboxamide CC1=C(C=C(C=C1)NC(=O)[C@H]1N([C@H]2C[C@H]2C1)C1=NC=CC=N1)C1=NN2C(C=N1)=CC=C2